CC1=CC=C(C=C1)S(=O)(=O)O.ClC1=C(OC2CNC2)C=CC=C1C(F)(F)F 3-(2-chloro-3-(trifluoromethyl)phenoxy)azetidine 4-methylbenzene-sulfonate